ClC=1C=C2C(C(COC2=C(C1)F)N)C 6-chloro-8-fluoro-4-methylchroman-3-amine